C[C@H]1CN(CCO1)C1=NOC(=N1)[C@H](C)NC(OC(C)(C)C)=O tert-butyl N-[(1S)-1-[3-[(2S)-2-methylmorpholin-4-yl]-1,2,4-oxadiazol-5-yl]ethyl]carbamate